NC1C(CC(CC1C)CC1CC(C(C(C1)C)N)CC)CC bis-(4-amino-3-ethyl-5-methylcyclohexyl)-methane